(2-methylpyrazolo[3,4-c]pyridin-7-yl)methanone CN1N=C2C(=NC=CC2=C1)C=O